(R)-1-((7-Cyano-2-(3'-(7-(((S)-1-hydroxypropan-2-ylamino)methyl)-2-methylpyrido[3,2-d]pyrimidin-4-ylamino)-2,2'-dimethylbiphenyl-3-yl)benzo[d]oxazol-5-yl)methyl)-3-methylpyrrolidin C(#N)C1=CC(=CC=2N=C(OC21)C=2C(=C(C=CC2)C2=C(C(=CC=C2)NC=2C1=C(N=C(N2)C)C=C(C=N1)CN[C@H](CO)C)C)C)CN1C[C@@H](CC1)C